O[C@@H]([C@H](C(=O)O)C)CCCCCCCCCC (2R,3R)-3-hydroxy-2-methyl-tridecanoic acid